rac-(4-(((1R,3S)-3-methoxycyclopentyl)amino)thieno[2,3-d]pyrimidin-2-yl)(pyrrolidin-1-yl)methanone CO[C@@H]1C[C@@H](CC1)NC=1C2=C(N=C(N1)C(=O)N1CCCC1)SC=C2 |r|